uridine-3'-monophosphate P(=O)(O)(O)O[C@H]1[C@H]([C@@H](O[C@@H]1CO)N1C(=O)NC(=O)C=C1)O